2-[3-(5-bromopyrimidin-2-yl)oxyphenyl]Ethynyl-triisopropylsilane Methyl-6-chloro-4-((5-(methylthio)pyridin-2-yl)amino)pyridazine-3-carboxylate COC(=O)C=1N=NC(=CC1NC1=NC=C(C=C1)SC)Cl.BrC=1C=NC(=NC1)OC=1C=C(C=CC1)C#C[Si](C(C)C)(C(C)C)C(C)C